N-{1-[1-({3,4-difluoro-2-[(2-fluoro-4-iodophenyl)amino]Phenyl}carbonyl)-3-hydroxyazetidin-3-yl]Ethyl}acetamide FC=1C(=C(C=CC1F)C(=O)N1CC(C1)(O)C(C)NC(C)=O)NC1=C(C=C(C=C1)I)F